C(C)(C)(C)NC(C1=C(C=CC=C1)Cl)=O N-tert-butyl-2-chloro-benzamide